N,N-diisopropylethanamine C(C)(C)N(CC)C(C)C